NC1=C(C=2OC[C@@H]3N(C2N=C1)CCOC3)C#N (R)-3-amino-6a,7,9,10-tetrahydro-6H-[1,4]oxazino[4,3-d]pyrido[3,2-b][1,4]oxazine-4-carbonitrile